C(C)(C)(C)C1=C(C(=O)OC=C)C=CC=C1 vinyl tert-butylbenzoate